C(CCCCCCCCCCCCCCC)OC([C@H](CC(=O)OCCCCCCCCCCCCCCCC)OC(CC(C)N(C)C)=O)=O.ClC=1C(=NN(C1Cl)C(C)C)C 4,5-dichloro-3-methyl-1-isopropyl-pyrazole Dihexadecyl-(S)-2-((3-(dimethylamino)butanoyl)oxy)succinate